1-(((2-methylpropyl)oxy)methyl)cyclohexane CC(COCC1CCCCC1)C